4-((4-bromophenyl)(oxazol-5-yl)methyl)morpholine BrC1=CC=C(C=C1)C(N1CCOCC1)C1=CN=CO1